tert-butyl 4-[2-methyl-7-({3-methyl-5H,6H,7H,8H-[1,2,4]triazolo[4,3-a]pyridin-6-yl}carbamoyl) indazol-4-yl]piperazine-1-carboxylate CN1N=C2C(=CC=C(C2=C1)N1CCN(CC1)C(=O)OC(C)(C)C)C(NC1CCC=2N(C1)C(=NN2)C)=O